COC(=O)C1=C(C=C(C=C1)C1=CC=CC=2CN(CSC21)C(=O)OC(C)(C)C)N2CCOCC2 tert-Butyl 8-(4-methoxycarbonyl-3-morpholin-4-ylphenyl)-2,4-dihydro-1,3-benzothiazine-3-carboxylate